4-(bromomethyl)-2,6-dimethoxybenzonitrile Carbon tetrabromide C(Br)(Br)(Br)Br.BrCC1=CC(=C(C#N)C(=C1)OC)OC